C1CC[C@H]2[C@H](C1)C(=O)OC2=O (-)-trans-1,2-cyclohexanedicarboxylic anhydride